7-azido-5,7-dihydrospiro[cyclopenta[b]pyridine-6,4'-piperidine] bis(2,2,2-trifluoroacetate) FC(C(=O)O)(F)F.FC(C(=O)O)(F)F.N(=[N+]=[N-])C1C2=NC=CC=C2CC12CCNCC2